C(C)(C)(C)C1=C(C=O)C=CC(=C1)CBr tert-butyl-4-(bromomethyl)benzaldehyde